N[C@H](COC1=C(N(N=C1)C)C1=CC=2N(C=C1)N=C(C2)NC(=O)C2CC2)C(C)(C)O N-[5-[4-[(2R)-2-amino-3-hydroxy-3-methyl-butoxy]-2-methyl-pyrazol-3-yl]pyrazolo[1,5-a]pyridin-2-yl]cyclopropanecarboxamide